The molecule is a fatty acid methyl ester obtained from the formal condensation of methanol and palmitoleic acid. It derives from a palmitoleic acid. CCCCCC/C=C\\CCCCCCCC(=O)OC